1,3,4-tris(aminophenyl)benzene NC1=C(C=CC=C1)C1=CC(=C(C=C1)C1=C(C=CC=C1)N)C1=C(C=CC=C1)N